ClC=1C=C2C(=NC(N3C2=C(C1C1=CC(=C(C=C1)F)Cl)SCC3)=O)N3[C@H](CN(CC3)C(\C=C\C(F)(F)F)=O)C (S,E)-9-chloro-10-(3-chloro-4-fluorophenyl)-7-(2-methyl-4-(4,4,4-trifluorobut-2-enoyl)piperazin-1-yl)-2,3-dihydro-5H-[1,4]thiazino[2,3,4-ij]quinazolin-5-one